2-(4-amino-3-fluoro-phenyl)propionitrile NC1=C(C=C(C=C1)C(C#N)C)F